7-ethyl-5-methyl-7,8-dihydropteridin-6(5H)-one C(C)C1C(N(C=2C=NC=NC2N1)C)=O